NC1=NC=2C=C(C(=CC2C2=C1COC2)C(=O)N(C=2C=NN(C2)C)C2COC1=C2C=CC(=C1)C#N)F 4-amino-N-(6-cyano-2,3-dihydrobenzofuran-3-yl)-7-fluoro-N-(1-methyl-1H-pyrazol-4-yl)-1,3-dihydrofuro[3,4-c]quinolin-8-carboxamide